tert-butyl N-[(1S)-4-[(2-amino-6-chloropyrimidin-4-yl)amino]-1-{[(1S,2S)-2-methyl-1-(methylcarbamoyl)butyl]carbamoyl}-butyl]carbamate NC1=NC(=CC(=N1)NCCC[C@@H](C(N[C@@H]([C@H](CC)C)C(NC)=O)=O)NC(OC(C)(C)C)=O)Cl